naphthalen-1-yl-5H-1,4-benzodiazepine C1(=CC=CC2=CC=CC=C12)C1=NC2=C(CN=C1)C=CC=C2